methyl 3-((2-methoxy-2-oxoethyl)thio)-4-(methyl-d3)benzoate COC(CSC=1C=C(C(=O)OC)C=CC1C([2H])([2H])[2H])=O